C(C1=C(C(=CC(=C1)C)CCCC)O)C1=C(C(=CC(=C1)C)CCCC)O methylenebis-(4-methyl-6-butylphenol)